Cl.BrC1=CC=C(C=C1)NN 4-Bromophenyl-hydrazine hydrochloride salt